Cl.NC(CCO)C 3-amino-butanol hydrochloride